N,N-dimethylformamide nitrate [N+](=O)(O)[O-].CN(C=O)C